N-methylbenzyl-aminoethanol CNC(C)(O)CC1=CC=CC=C1